(S)-2-amino-N-(1',2'-dimethyl-6'-oxo-1',6'-dihydro-[3,3'-bipyridin]-6-yl)-2-((1r,4S)-4-methylcyclohexyl)acetamide dihydrochloride Cl.Cl.N[C@H](C(=O)NC1=CC=C(C=N1)C1=C(N(C(C=C1)=O)C)C)C1CCC(CC1)C